Cl.N[C@H](C(=O)N1[C@@H](C[C@H](C1)O)C(=O)N[C@@H](C)C1=CC=C(C=C1)C1=C(N=CS1)C)C(C)(C)C (2S,4R)-1-((S)-2-amino-3,3-dimethylbutyryl)-4-hydroxy-N-((S)-1-(4-(4-Methylthiazol-5-yl)phenyl)ethyl)pyrrolidine-2-amide hydrochloride